NCC1(CCN(CC1)C=1N=CC(=NC1)SC=1C(=C(C=CC1)NC(=O)NS(=O)(=O)C1CC1)Cl)C N-((3-((5-(4-(aminomethyl)-4-methylpiperidin-1-yl)pyrazin-2-yl)thio)-2-chlorophenyl)carbamoyl)cyclopropanesulfonamide